amino-tetrahydrofuran-3-ol NC1OCCC1O